O=C1NC(CCC1OC=1C=CC(=NC1)N1CCC(CC1)CN1CCCCC1)=O 1-((1-(5-((2,6-dioxopiperidin-3-yl)oxy)pyridin-2-yl)piperidin-4-yl)methyl)piperidin